N-hydroxypicolinimidoyl chloride C1=CC=NC(=C1)C(=NO)Cl